COC(=O)C1=CSC2=C1N=CN=C2NCC2=CC=C(C=C2)B(O)O 4-([[7-(methoxycarbonyl)thieno[3,2-d]pyrimidin-4-yl]amino]methyl)-phenylboronic acid